tri-n-pentoxysilane tert-butyl-(2-((tert-butyldimethylsilyl)oxy)ethyl)((2',3'-dichloro-6-methoxy-[2,4'-bipyridin]-5-yl)methyl)carbamate C(C)(C)(C)OC(N(CC=1C=CC(=NC1OC)C1=C(C(=NC=C1)Cl)Cl)CCO[Si](C)(C)C(C)(C)C)=O.C(CCCC)O[SiH](OCCCCC)OCCCCC